3-{2-[4-(6-cyclobutoxy-pyridin-2-yl)-2,6-difluoro-phenyl]-cyclopropyl}-propanoic acid C1(CCC1)OC1=CC=CC(=N1)C1=CC(=C(C(=C1)F)C1C(C1)CCC(=O)O)F